OC(C(=O)C1=CC=C(C=C1)OC1=CC=C(C=C1)C(C(C)(C)O)=O)(C)C 2-hydroxy-1-(4-(4-(2-hydroxy-2-methylpropionyl)phenoxy)phenyl)-2-methylpropane-1-On